FC=1C=C2C=C(C(OC2=C(C1)F)=N)C(N)=S 6,8-difluoro-2-imino-2H-chromen-3-thioamide